FC1=C(C=C(C(=C1)C)F)[C@@H]1OCC2=CC(=CC=C2[C@@H]1C1=CC=C(C=C1)N1CCC(CC1)C=O)O 1-(4-((3R,4S)-3-(2,5-difluoro-4-methylphenyl)-7-hydroxyisochroman-4-yl)phenyl)piperidine-4-carbaldehyde